FC(C1=CC(=CC=2NC(=NC21)NC2=CC=C(C=C2)C(F)(F)F)C(F)(F)F)(F)F 4,6-bis(trifluoromethyl)-N-(4-(trifluoromethyl)phenyl)-1H-benzo[d]imidazol-2-amine